trihydroxyethanol OC(CO)(O)O